3-(3-chlorophenoxy)azetidine hydrochloride Cl.ClC=1C=C(OC2CNC2)C=CC1